C(=O)OC(C1CCCCC1)N1N=CC=C1 1H-pyrazol-1-yl-cyclohexylmethyl formate